CN(CCN(C1=NC(=C(C=C1N)NC1=NC=CC(=N1)N1CC2(C3=NC(=CC=C31)C)CCC2)OC)C)C N2-(2-(dimethylamino)ethyl)-6-methoxy-N2-methyl-N5-(4-(5'-methylspiro[cyclobutane-1,3'-pyrrolo[3,2-b]pyridin]-1'(2'H)-yl)pyrimidin-2-yl)pyridin-2,3,5-triamine